ClC1=C(C=C(C=C1)Cl)/C=C/C(=O)C1=NC=CC2=C1NC1=CC=C(C=C21)OC (E)-3-(2,5-dichlorophenyl)-1-(6-methoxy-9H-pyrido[3,4-b]indol-1-yl)prop-2-en-1-one